4-(2-cyano-4-fluoro-phenyl)sulfanyl-6-[5-methyl-1-[(3S)-3-piperidyl]pyrazol-4-yl]pyrazolo[1,5-a]pyridine-3-carbonitrile C(#N)C1=C(C=CC(=C1)F)SC=1C=2N(C=C(C1)C=1C=NN(C1C)[C@@H]1CNCCC1)N=CC2C#N